N-(3-((7H-pyrrolo[2,3-d]pyrimidin-4-yl)amino)-4-(3-cyanopiperazin-1-yl)phenyl)isobutyramide N1=CN=C(C2=C1NC=C2)NC=2C=C(C=CC2N2CC(NCC2)C#N)NC(C(C)C)=O